C1(=CC(=CC=C1)S(=O)(=O)OC=C)S(=O)(=O)OC=C divinyl benzene-1,3-disulfonate